2-[[4-[1-methyl-4-(trifluoromethyl)imidazol-2-yl]phenyl]methoxy]-5-methyl-4-chloropyrimidine CN1C(=NC(=C1)C(F)(F)F)C1=CC=C(C=C1)COC1=NC=C(C(=N1)Cl)C